bis(4-vinyloxy butyl) isophthalate C(C1=CC(C(=O)OCCCCOC=C)=CC=C1)(=O)OCCCCOC=C